C1=CC=NC(=C1)CN(CCN(CC2=CC=CC=N2)CC3=CC=CC=N3)CC4=CC=CC=N4 N,N,N',N'-tetrakis(2-pyridylmethyl)ethane-1,2-diamine